[Na+].[Na+].C(C)(=O)[O-].C(C)(=O)[O-].C(CN)N ethylenediamine diacetic acid-disodium salt